OC=1C=CC=C2C(=CC=NC12)B(O)O 8-HYDROXYQUINOLINE-4-BORONIC ACID